C(#N)C(C(=O)NC(=O)OCC)NNC1=CC(=C(C(=C1)Cl)OC1=CNC(C=C1)=O)Cl (E)-(2-cyano-2-(2-(3,5-dichloro-4-((6-oxo-1,6-dihydropyridin-3-yl)oxy)phenyl)Hydrazino)acetyl)urethane